1-(6-bromo-3-chloroquinolin-4-yl)piperidin-4-one BrC=1C=C2C(=C(C=NC2=CC1)Cl)N1CCC(CC1)=O